BrC=1C=CC=C2CCC3(C(C12)=O)CC3 8'-bromo-3',4'-dihydro-1'H-spiro[cyclopropane-1,2'-naphthalen]-1'-one